O[C@H]1C[C@H]2C[C@@H]([C@H]3[C@@H]4CC[C@H]([C@@H](CCC(=O)[O-])C)[C@]4(CC[C@@H]3[C@]2(CC1)C)C)NC(C1=CC=CC=C1)=O 3α-hydroxy-7β-benzamido-5β-cholanoate